3-((6-cyanoquinolin-4-yl)oxy)-N-(3-(pyridin-4-ylamino)phenyl)benzamide C(#N)C=1C=C2C(=CC=NC2=CC1)OC=1C=C(C(=O)NC2=CC(=CC=C2)NC2=CC=NC=C2)C=CC1